hydroxy-1,3-dihydro-2H-isoindole-2-carboxylic acid tert-butyl ester C(C)(C)(C)OC(=O)N1C(C2=CC=CC=C2C1)O